C(N)(=O)C1=C2C=3C=CC=CC3NC2=CC=C1 5-carbamoylcarbazol